FC(C1(CC1)N1C(C2=CC=CC=C2C1)=O)(F)F [1-(trifluoromethyl)cyclopropyl]-2,3-dihydro-1H-isoindol-1-one